1-(4-[(2-chloro-6-fluorophenyl)carbamoyl]-2-fluoro-5-{[(2S)-1,1,1-trifluoroprop-2-yl]oxy}phenyl)-4-ethyl-5-oxo-4,5-dihydro-1H-1,2,4-triazole-3-carboxylic acid ClC1=C(C(=CC=C1)F)NC(=O)C1=CC(=C(C=C1O[C@H](C(F)(F)F)C)N1N=C(N(C1=O)CC)C(=O)O)F